CN(CCCN1CN(CN(C1)CCCN(C)C)CCCN(C)C)C hexahydro-1,3,5-tris(3-dimethylaminopropyl)-1,3,5-triazine